ClC=1C=C2C(=NC1)N(N=C2O)CC2=CC=C(C=C2)OC 5-chloro-1-[(4-methoxyphenyl)methyl]pyrazolo[3,4-b]pyridin-3-ol